(2S)-2-(((tert-butyldimethylsilyl)oxy)methyl)-4-hydroxy-5,5-dimethylpiperidine [Si](C)(C)(C(C)(C)C)OC[C@H]1NCC(C(C1)O)(C)C